3,5-dibromobiphenyl BrC=1C=C(C=C(C1)Br)C1=CC=CC=C1